isopropyl (S)-2-((S)-2,4-bis(methylthio)butanamido)-6-diazo-5-oxohexanoate CS[C@H](C(=O)N[C@H](C(=O)OC(C)C)CCC(C=[N+]=[N-])=O)CCSC